FC(C1=CC=C2C(=CNC2=C1)S(=O)(=O)NC1=NC=C(C(=N1)OC)OC(CF)(F)F)F 6-(difluoromethyl)-N-[4-methoxy-5-(1,1,2-trifluoroethoxy)pyrimidin-2-yl]-1H-indole-3-sulfonamide